P(O)(=O)(OP(=O)(O)OP(=O)(O)O)OC[C@@H]1[C@H]([C@H]([C@@H](O1)C1=CN(C(=O)NC1=O)C)O)O N-methyl-pseudouridine triphosphate